BrC1=CC=C2C(=N1)N=CN2C/C=C/[C@H]2NCCC[C@@H]2O (2R,3S)-2-((E)-3-(5-bromo-1H-imidazo[4,5-b]pyridin-1-yl)prop-1-enyl)piperidin-3-ol